NCC(CN1N=CN(C1=O)C1=NC=CC(=C1)C1=CC2=C(OCO2)C=C1)=C(F)F 2-[2-(aminomethyl)-3,3-difluoro-allyl]-4-[4-(1,3-benzodioxol-5-yl)-2-pyridyl]-1,2,4-triazol-3-one